FC=1C=C(C=C(C1)C(F)(F)F)NC(C1=C(C(=CC=C1)C#CC1=CN=C2N1N=CC=C2)C)=O N-(3-fluoro-5-(trifluoromethyl)phenyl)-3-(imidazo[1,2-b]pyridazin-3-ylethynyl)-2-methylbenzamide